1-[6-(2,8-Diazaspiro[4.5]decan-8-yl)-1-methyl-indazol-3-yl]hexahydropyrimidine-2,4-dione hydrochloride Cl.C1NCCC12CCN(CC2)C2=CC=C1C(=NN(C1=C2)C)N2C(NC(CC2)=O)=O